(S)-1-(4-Chloro-2-fluorophenyl)ethyl-((2S)-1-((4-(cyclopropylamino)-3,4-dioxo-1-((S)-2-oxopyrrolidin-3-yl)butan-2-yl)amino)-4,4-dimethyl-1-oxopentan-2-yl)carbamat ClC1=CC(=C(C=C1)[C@H](C)OC(N[C@H](C(=O)NC(C[C@H]1C(NCC1)=O)C(C(=O)NC1CC1)=O)CC(C)(C)C)=O)F